NC(COC)C1=CC=2N(N=C1)C=C(N2)[C@H](C2CCC(CC2)(F)F)NC(OC(C)(C)C)=O tert-Butyl ((1S)-(7-(1-amino-2-methoxyethyl)imidazo[1,2-b]pyridazin-2-yl)(4,4-difluorocyclohexyl)methyl)carbamate